CN1N=NC2=C1C=C(C=C2)C2=CNC=1N=C(N=CC12)NC1CCC2(CCO2)CC1 5-(1-methyl-1H-benzo[d][1,2,3]triazol-6-yl)-N-((4s,7s)-1-oxaspiro[3.5]nonan-7-yl)-7H-pyrrolo[2,3-d]pyrimidin-2-amine